C12C3C(C(CC1)C2)C(NC3=O)=O endo-bicyclo[2.2.1]heptane-2,3-dicarboximide